COC1=CC=C(C=N1)[C@H](CC(=O)O)N1N=C2C=CC(=CC2=C1)CCC1=NC=2NCCCC2C=C1 (S)-3-(6-methoxypyridin-3-yl)-3-(5-(2-(5,6,7,8-tetrahydro-1,8-naphthyridin-2-yl)ethyl)-2H-indazol-2-yl)propionic acid